NCC=1C(=C(C(=O)OC)C(=C(C1)C(C)(C)C)F)O methyl 3-(aminomethyl)-5-(tert-butyl)-6-fluoro-2-hydroxybenzoate